FC(C(=O)[O-])(F)F.N[C@@H](CC1=CC=C(OCCNC(CCOCC[N+](C)(C)C)=O)C=C1)C(=O)O (S)-2-(3-((2-(4-(2-amino-2-carboxyethyl)phenoxy)ethyl)amino)-3-oxopropoxy)-N,N,N-trimethylethan-1-aminium 2,2,2-trifluoroacetate